CC1(OC2=C(O1)C=CC(=C2)CCC2=NOC(=N2)C2(CSC1=C(O2)C(=C(C(=C1C)O)C)C)C)C 2-(3-(2-(2,2-Dimethylbenzo[d][1,3]dioxol-5-yl)ethyl)-1,2,4-oxadiazol-5-yl)-2,5,7,8-tetramethyl-2,3-dihydrobenzo[b][1,4]oxathiin-6-ol